(1S)-5-bromo-1-methyl-3,4-dihydroisoquinoline-2(1H)-carboxylic acid tert-butyl ester C(C)(C)(C)OC(=O)N1[C@H](C2=CC=CC(=C2CC1)Br)C